4-chloro-6-methyl-thieno[3,2-d]Pyrimidine ClC=1C2=C(N=CN1)C=C(S2)C